NC=1C=C(C(=O)NCCN2C[C@H](CC2)F)C=C(C1)C(F)(F)F 3-amino-N-[2-[(3S)-3-fluoropyrrolidin-1-yl]ethyl]-5-(trifluoromethyl)benzamide